ClC1=CC(=NC=N1)NC1=NC(=CC=C1)C 6-chloro-N-(6-methylpyridin-2-yl)pyrimidin-4-amine